(1-(3-chloropyridin-2-yl)-3-methoxycyclobutyl)methylamine ClC=1C(=NC=CC1)C1(CC(C1)OC)CN